2-[(4-hydroxyphenyl)formamido]acetic acid OC1=CC=C(C=C1)C(=O)NCC(=O)O